ClC1=C(C(=CC=C1)Cl)C(C)N1N=CC(=C1C)N 1-(1-(2,6-dichlorophenyl)ethyl)-5-methyl-1H-pyrazol-4-amine